NC1=C(C(N(C2=C(C=CC=C12)F)C1=CC=CC=C1)=O)C#N 4-amino-8-fluoro-2-oxo-1-phenyl-1,2-dihydroquinoline-3-carbonitrile